CN1C(=NC(=C1)C1=NC(=NC=C1C(F)(F)F)NC1CCN(CC1)S(=O)(=O)C)C 4-(1,2-dimethyl-1H-imidazol-4-yl)-N-(1-(methylsulfonyl)piperidin-4-yl)-5-(trifluoromethyl)pyrimidin-2-amine